(2R,8S)-8-(Ethoxycarbonyl)-9,9,9-trifluoro-8-hydroxynon-6-yn-2-yl benzoate C(C1=CC=CC=C1)(=O)O[C@H](C)CCCC#C[C@](C(F)(F)F)(O)C(=O)OCC